5-Chloro-2-[(1R)-1-(3,6-dimethyl-4-oxo-2-phenyl-chromen-8-yl)ethoxy]benzenesulfonamide ClC=1C=CC(=C(C1)S(=O)(=O)N)O[C@H](C)C=1C=C(C=C2C(C(=C(OC12)C1=CC=CC=C1)C)=O)C